12-Hydroxy-heptadecanoic acid OC(CCCCCCCCCCC(=O)O)CCCCC